zirconium 1,3,5-benzenetricarboxylic acid C1(=CC(=CC(=C1)C(=O)O)C(=O)O)C(=O)O.[Zr]